tert-butyl (6-oxo-5,6-dihydro-4H-cyclopenta[b]thiophen-5-yl)carbamate O=C1C(CC2=C1SC=C2)NC(OC(C)(C)C)=O